C(CCCCCCC)S(=O)(=O)ON=C(C1=CC=C(C=C1)OC)C#N (n-octanesulfonyloxyimino)-4-methoxybenzyl cyanide